C(#N)CC(C)(C)C=1N(C2=CC=C(C=C2C1C1=CC=C(C(=O)O)C=C1)O)C1=CC=C(C=C1)F 4-[2-(2-cyano-1,1-dimethyl-ethyl)-1-(4-fluorophenyl)-5-hydroxy-indol-3-yl]Benzoic acid